2-(5-((1-(dibenzo[b,d]furan-2-yl)ethyl)amino)-6-oxo-2-(piperazin-1-yl)pyrimidin-1(6H)-yl)acetamide C1=C(C=CC=2OC3=C(C21)C=CC=C3)C(C)NC3=CN=C(N(C3=O)CC(=O)N)N3CCNCC3